7-Oxoheptanoat O=CCCCCCC(=O)[O-]